2-[5-[4-[6-Chloro-4-(trifluoromethyl)-2-pyridyl]piperazin-1-yl]sulfonylindoline-1-carbonyl]benzoic acid ClC1=CC(=CC(=N1)N1CCN(CC1)S(=O)(=O)C=1C=C2CCN(C2=CC1)C(=O)C1=C(C(=O)O)C=CC=C1)C(F)(F)F